ClC=1N(C(N(C1C1=CC=C(C=C1)Cl)C[C@@H](C(F)(F)F)O)=O)CC1=NN(C(=N1)[C@H](C)O)C1=C(C(=CC=C1)F)Cl 4-chloro-5-(4-chlorophenyl)-3-((1-(2-chloro-3-fluorophenyl)-5-((S)-1-hydroxyethyl)-1H-1,2,4-triazol-3-yl)methyl)-1-((S)-3,3,3-trifluoro-2-hydroxypropyl)-1,3-dihydro-2H-imidazol-2-one